perfluoro-2-propoxypropane FC(C(C(F)(F)F)(OC(C(C(F)(F)F)(F)F)(F)F)F)(F)F